(2,4-difluoro-6-hydroxyphenyl)dihydroxyboronic acid FC1=C(C(=CC(=C1)F)O)B(OO)OO